O1CC(C1)C[Si](OC(C)=O)(OC(C)=O)OC(C)=O (oxetan-3-yl)methyl-triacetoxysilane